3-chlorobenzene-1-carboperoxoic acid ClC=1C=C(C=CC1)C(=O)OO